C(C(=O)C)C1CCC(CC1)C(=O)NC 4-acetonyl-N-methyl-cyclohexanecarboxamide